BrC1=C(C=CC(=C1C)C)O 2-bromo-3,4-dimethylphenol